C[Si](C(C(C(=O)O)([2H])[2H])([2H])[2H])(C)C 3-trimethylsilylpropionic acid-2,2,3,3-d4